2-(2-(benzo[d][1,3]dioxol-5-ylamino)-2-oxoethoxy)-N-(2-oxo-2-phenylethyl)benzamide O1COC2=C1C=CC(=C2)NC(COC2=C(C(=O)NCC(C1=CC=CC=C1)=O)C=CC=C2)=O